C(C)C1=C(C=C(N=N1)N1C(NC(C=C1)=O)=O)[C@@H]1[C@H](C1)C(C)C (6-ethyl-5-((1s,2r)-2-isopropylcyclopropyl)pyridazin-3-yl)pyrimidine-2,4(1h,3h)-dione